N-(2,3-Difluoro-4-iodophenyl)-4-(dimethyl-phosphoryl)-pyridin-3-amine FC1=C(C=CC(=C1F)I)NC=1C=NC=CC1P(=O)(C)C